C1(CC1)C1=NSC(=N1)CN1CC2(CN(C2)C(=O)N2CC3(C2)NC(CC3)=O)C1 2-[6-[(3-cyclopropyl-1,2,4-thiadiazol-5-yl)methyl]-2,6-diazaspiro[3.3]heptane-2-carbonyl]-2,5-diazaspiro[3.4]octan-6-one